5-Fluoro-6-(2-methoxyethoxy)-3-(3-{6-[3-(morpholin-4-yl)azetidin-1-yl]pyridin-3-yl}-1,2-oxazol-5-yl)-1H-indazole FC=1C=C2C(=NNC2=CC1OCCOC)C1=CC(=NO1)C=1C=NC(=CC1)N1CC(C1)N1CCOCC1